NC1=C(C(=NN1)C=1C=CC2=C(N=C(S2)C2=CC=CC=C2)C1)C#N 5-amino-3-(2-phenylbenzo[d]thiazol-5-yl)-1H-pyrazole-4-carbonitrile